C(C)(=O)OC1=CC(C(C)C)=CC=C1C Carvacryl Acetate